FC=1C=C(C=CC1F)C=1C=C(C(=O)OC)C(=CN1)N1CC(CCC1)(C=1N=NN(C1)C)NC(=O)OC Methyl 2-(3,4-difluorophenyl)-5-(3-((methoxycarbonyl)amino)-3-(1-methyl-1H-1,2,3-triazol-4-yl)piperidin-1-yl)isonicotinate